FC(C(=O)O)(F)F.FC(C(=O)O)(F)F.C(C(CC)O)O butan-1,2-diol ditrifluoroacetate